4-(3-aminophenoxy)phenylsulfone NC=1C=C(OC2=CC=C(C=C2)S(=O)(=O)C2=CC=C(C=C2)OC2=CC(=CC=C2)N)C=CC1